trimethoxysilylpropyl benzothiazinyl tetrasulfide S1NC(=CC2=C1C=CC=C2)SSSSCCC[Si](OC)(OC)OC